(E)-ethyl 3-(3-(2,4-dimethylphenyl)-2-ethyl-7-fluoro-4-oxo-3,4-dihydroquinazolin-6-yl)acrylate CC1=C(C=CC(=C1)C)N1C(=NC2=CC(=C(C=C2C1=O)/C=C/C(=O)OCC)F)CC